(2,2'-dichloro-3'-(5-((3-hydroxyazetidin-1-yl)methyl)-6-methoxypyridin-2-yl)-[1,1'-biphenyl]-3-yl)-1,3-dimethyl-2,4-dioxo-1,2,3,4-tetrahydropyrimidine-5-carboxamide ClC1=C(C=CC=C1C1=C(C(N(C(N1C)=O)C)=O)C(=O)N)C1=C(C(=CC=C1)C1=NC(=C(C=C1)CN1CC(C1)O)OC)Cl